[2-(4-methoxy-7-methylindol-3-yl)ethyl]dimethylamine COC1=C2C(=CNC2=C(C=C1)C)CCN(C)C